O=C1NC(CCC1NC1=CC=C(C=C1)N1CCC(CC1)(O)CC(=O)O)=O 2-[1-[4-[(2,6-dioxo-3-piperidyl)amino]phenyl]-4-hydroxy-4-piperidyl]acetic acid